ON(C(C)(C)C1=CNC=2C=CC=C(C12)O)C 3-[2-[Hydroxy(methyl)amino]propan-2-yl]-1H-indol-4-ol